ClC=1C=C(C(=O)O)C=CC1C1C(C1)C1=NN(C2=NC(=CC=C21)C)C 3-chloro-4-(2-(1,6-dimethyl-1H-pyrazolo[3,4-b]pyridin-3-yl)cyclopropyl)benzoic acid